(R,Z)-N-(1-(2-(benzo[d]thiazol-7-yl)-3,6-dimethyl-4-oxo-3,4-dihydroquinazolin-8-yl)ethylidene)-2-methylpropane-2-sulfinamide S1C=NC2=C1C(=CC=C2)C2=NC1=C(C=C(C=C1C(N2C)=O)C)\C(\C)=N/[S@](=O)C(C)(C)C